CC(CCO)CCCCCCC 3-methyldecan-1-ol